(R)-N-((S)-1'-(4-amino-5-iodo-6-methylpyrimidin-2-yl)-1,3-dihydrospiro[indene-2,4'-piperidine]-1-yl)-2-methylpropane-2-sulfinamide NC1=NC(=NC(=C1I)C)N1CCC2(CC1)[C@@H](C1=CC=CC=C1C2)N[S@](=O)C(C)(C)C